NC1=C(C=2C(=NC(=C(C2)C)C)N1C1=C(C(=CC=C1C)OC)C)C#N 2-Amino-1-(3-methoxy-2,6-dimethylphenyl)-5,6-dimethyl-1H-pyrrolo[2,3-b]-pyridine-3-carbonitrile